C(C)N1N=C(C(=C1)CC=1C(=NC=CC1)C1=C(C=C(C=C1)F)[C@@H](C)O)C#N (R)-1-ethyl-4-((2-(4-fluoro-2-(1-hydroxyethyl)phenyl)pyridin-3-yl)methyl)-1H-pyrazole-3-carbonitrile